((3-(1-fluorocyclopropyl)-2-methoxyphenyl)amino)-6-((5-fluoropyridin-2-yl)amino)-N-methylnicotinamide FC1(CC1)C=1C(=C(C=CC1)NC1=C(C(=O)NC)C=CC(=N1)NC1=NC=C(C=C1)F)OC